tert-butyl 4-(((3R,4S)-4-ethynyl-3-fluoropiperidin-1-yl)methyl)-4-hydroxypiperidine-1-carboxylate C(#C)[C@H]1[C@H](CN(CC1)CC1(CCN(CC1)C(=O)OC(C)(C)C)O)F